(4-(hydroxymethyl)-5-methyl-1H-1,2,3-triazol-1-yl) methylpentanoate CC(C(=O)ON1N=NC(=C1C)CO)CCC